2-(2-Chlorophenyl)-N-{4-[1-methyl-3-(trifluoromethyl)-1H-pyrazol-4-yl]-3-sulfamoylphenyl}acetamide ClC1=C(C=CC=C1)CC(=O)NC1=CC(=C(C=C1)C=1C(=NN(C1)C)C(F)(F)F)S(N)(=O)=O